C(C=C)(=O)N1CCNCC1 4-(prop-2-enoyl)piperazin